OCC=1C=C(C=CC1)NC(=O)NC1=CC(=CC=C1)Cl 1-(3-(hydroxymethyl)phenyl)-3-(3-chlorophenyl)urea